(S)-(1-Boc-pyrrolidin-3-yl)-acetic acid C(=O)(OC(C)(C)C)N1C[C@@H](CC1)CC(=O)O